N1-((S)-4-methyl-1-oxo-1-(((S)-3-oxo-1-((S)-2-oxopyrrolidin-3-yl)-4-(2,3,5,6-tetrafluorophenoxy)butan-2-yl)amino)pentan-2-yl)-N2-(2-(trifluoromethoxy)phenyl)oxalamide CC(C[C@@H](C(N[C@@H](C[C@H]1C(NCC1)=O)C(COC1=C(C(=CC(=C1F)F)F)F)=O)=O)NC(C(=O)NC1=C(C=CC=C1)OC(F)(F)F)=O)C